ClC1=C(C=CC=C1CNC1(CCOCC1)C)N1C=NC(=C1)C1=NC(=NC=C1C(F)(F)F)NC1CCN(CC1)S(=O)(=O)C 4-(1-(2-Chloro-3-(((4-methyltetrahydro-2H-pyran-4-yl)amino)methyl)phenyl)-1H-imidazol-4-yl)-N-(1-(methylsulfonyl)piperidin-4-yl)-5-(trifluoromethyl)pyrimidin-2-amine